trans-4-[5-(3,4-difluorophenyl)-6-isopropyl-1H-pyrrolo[2,3-f]indazol-7-yl]-1-hydroxy-cyclohexanecarboxylic acid FC=1C=C(C=CC1F)N1C(=C(C2=C1C=C1C=NNC1=C2)C2CCC(CC2)(C(=O)O)O)C(C)C